C1(CC1)C=1C(=CC(N2[C@@H](CSC12)C(=O)O)=O)CC=1C=C(C=CC1)C (3R)-7-cyclopropyl-4-oxo-6-[(m-tolyl)methyl]-1-thia-3a-aza-3-indanecarboxylic acid